C(C)OC1=C(C=C(C=C1)C=1C=C2CC(C(C2=CC1)NC(O[C@@H]1CN2CCC1CC2)=O)(C)C)C(F)(F)F (S)-quinuclidin-3-yl (5-(4-ethoxy-3-(trifluoromethyl)phenyl)-2,2-dimethyl-2,3-dihydro-1H-inden-1-yl)carbamat